(2-methylpyridine-4-yl)boronic acid CC1=NC=CC(=C1)B(O)O